C(#N)CC1CCC(CC1)N(C(OC(C)(C)C)=O)C tert-Butyl ((1r,4r)-4-(cyanomethyl)cyclohexyl)(methyl)carbamate